butyl (1-(8-fluoro-6-(4,4,5,5-tetramethyl-1,3,2-dioxaborolan-2-yl) quinolin-4-yl)ethyl)carbamate FC=1C=C(C=C2C(=CC=NC12)C(C)NC(OCCCC)=O)B1OC(C(O1)(C)C)(C)C